ClC=1C(=C(C(=CC1N1C[C@@](CC1)([C@H]1N(CCCC1)C)C)F)S(=O)(=O)N(C1=NC(=CC=C1)F)CC1=C(C=C(C=C1)OC)OC)F 3-chloro-N-[(2,4-dimethoxyphenyl)methyl]-2,6-difluoro-N-(6-fluoro-2-pyridyl)-4-[(3R)-3-methyl-3-[(2S)-1-methyl-2-piperidyl]pyrrolidin-1-yl]benzenesulfonamide